ClC=1C=CC(=C(C1)[C@H]1C[C@H](C1)NC(=O)C1=CC(=NN1C)C(C)C=1C=NC(=CC1C)N1C([C@@H]2C[C@@H]2C1)=O)C#N N-((cis)-3-(5-chloro-2-cyanophenyl)cyclobutyl)-1-methyl-3-(1-(4-methyl-6-((1R,5S)-2-oxo-3-azabicyclo[3.1.0]hexan-3-yl)pyridin-3-yl)ethyl)-1H-pyrazole-5-carboxamide